bis{4-(naphthalen-1-yl)phenyl}-(6-bromobiphenyl-3-yl)amine C1(=CC=CC2=CC=CC=C12)C1=CC=C(C=C1)N(C=1C=C(C(=CC1)Br)C1=CC=CC=C1)C1=CC=C(C=C1)C1=CC=CC2=CC=CC=C12